6-((4-((5-Cyclopropyl-3-(3,5-dichloropyridin-4-yl)isoxazol-4-yl)methoxy)bicyclo[2.2.2]octan-1-yl)methoxy)-4-(cyclopropylmethoxy)chinolin C1(CC1)C1=C(C(=NO1)C1=C(C=NC=C1Cl)Cl)COC12CCC(CC1)(CC2)COC=2C=C1C(=CC=NC1=CC2)OCC2CC2